ClC=1C(=C(C(=CC1)F)NC(OC)=O)F methyl (3-chloro-2,6-difluorophenyl)carbamate